(4-{[2-(cyclopropanecarboxamido)pyridin-4-yl]oxy}-3-fluorophenyl)-1-(2-methoxyphenyl)-4-methyl-5-oxo-4,5-dihydro-1H-1,2,4-triazole-3-carboxamide C1(CC1)C(=O)NC1=NC=CC(=C1)OC1=C(C=C(C=C1)NC(=O)C1=NN(C(N1C)=O)C1=C(C=CC=C1)OC)F